FC1=CC=C(C=C1)N1C(C(=CC=C1NC(=O)OC(C)(C)C)C(=O)O)=O 1-(4-fluorophenyl)-6-(Bocamino)-2-oxo-1,2-dihydropyridine-3-carboxylic acid